(difluoromethoxy)-3-[(5-fluoropyridin-3-yl)ethynyl]benzoic acid FC(OC1=C(C(=O)O)C=CC=C1C#CC=1C=NC=C(C1)F)F